FC(S(=O)(=O)OC1=C(C=CC=C1)I)(F)F.[IH2+] iodonium (iodophenyl) trifluoromethanesulfonate